C1=NC=C(C2=CC=CC=C12)N1C(N(C2=CC=C(C=C2C1=O)C(F)(F)F)CC(=O)OC(C)(C)C)=O tert-butyl 2-(3-(isoquinolin-4-yl)-2,4-dioxo-6-(trifluoromethyl)-3,4-dihydroquinazolin-1(2H)-yl)acetate